CC1(C[C@@H](CN1)CCC(C1=NC=CC=C1)NC1=CC=CC(=N1)S(=O)(=O)NC(=O)C=1C=C2C(=NC1F)C(OCC2)(C)C)C N-[[6-[[3-[(3S)-5,5-dimethylpyrrolidin-3-yl]-1-(2-pyridyl)propyl]amino]-2-pyridyl]sulfonyl]-2-fluoro-8,8-dimethyl-5,6-dihydropyrano[3,4-b]pyridine-3-carboxamide